3-[6-[4-(hydroxymethyl)piperidin-1-yl]pyridin-3-yl]piperidine-2,6-dione OCC1CCN(CC1)C1=CC=C(C=N1)C1C(NC(CC1)=O)=O